O=C1NC2(CN(C2)C(=O)O[C@@H]2C[C@H](C2)O)CO1 trans-3-hydroxycyclobutyl 6-oxo-7-oxa-2,5-diazaspiro[3.4]octane-2-carboxylate